CN[C@@H](CC1=CC=CC=C1)C(=O)N[C@@H](CC1=CC=CC=C1)C(=O)OC(C)(C)C tert-butyl methyl-L-phenylalanyl-L-phenylalaninate